8-methoxy-3-(trifluoromethyl)cinnoline-6-carboxylic acid methyl ester COC(=O)C=1C=C2C=C(N=NC2=C(C1)OC)C(F)(F)F